CC1=C(C=CC(=C1)C)B(O)O 2,4-dimethylphenylboronic acid